methyl-(phenyl)(vinyl)phosphine oxide CP(C=C)(C1=CC=CC=C1)=O